N1(CCNCC1)C(=O)N1CCCCC1 (piperazine-1-carbonyl)piperidine